CS(=O)(=O)OCCC1OC2=CC(=CC=C2C=2NC3=C(C=C(C=C3C21)F)F)F 2-{3,8,10-trifluoro-6H,11H-chromeno[4,3-b]indol-6-yl}ethyl methanesulfonate